[NH4+].C(CCC)CC(O)(C)C butyl-dimethyl-ethanol ammonium